C1C=C(C=C2C3=CC=CC=C3N=C12)N 1H-carbazol-3-amine